Methyl (R)-3-hydroxybutanoate O[C@@H](CC(=O)OC)C